C(#N)C1C(CC1)C(=O)NC1=CNC2=CC=C(C=C12)OC1CC(C1)C1=CC=C(C=C1)C(F)(F)F 2-cyano-N-{5-[(1R,3R)-3-[4-(trifluoromethyl)phenyl]cyclobutoxy]-1H-indol-3-yl}cyclobutane-1-carboxamide